[4-(2-{2-[3-(5-tert-Butyl-2H-pyrazol-3-yl)-ureido]-thiazol-5-yl}-ethyl)-pyridin-2-yl]-carbamic acid ethyl ester C(C)OC(NC1=NC=CC(=C1)CCC1=CN=C(S1)NC(=O)NC=1NN=C(C1)C(C)(C)C)=O